O=C[C@@H](O)[C@@H](O)[C@H](O)[C@H](O)C(=O)[O-] mannuronate